4-[(2S,6R)-2-(1,3-dihydropyrrolo[3,4-c]pyridin-2-ylmethyl)-6-methyl-morpholin-4-yl]pyrazolo[1,5-a]pyridine-7-carbonitrile C1N(CC=2C=NC=CC21)C[C@H]2CN(C[C@H](O2)C)C=2C=1N(C(=CC2)C#N)N=CC1